C1(CC1)C1=C(C=C(C(=O)N2[C@@H](CC(C2)(F)F)C(=O)N)C=C1)C1=CC=NN1C 1-[4-cyclopropyl-3-(1-methyl-1H-pyrazol-5-yl)benzoyl]-4,4-difluoro-L-prolinamide